(3R,4S)-3-fluoro-2,2,6,6-tetramethylpiperidin-4-ol F[C@@H]1C(NC(C[C@@H]1O)(C)C)(C)C